trans-1-propyloctahydroquinolin-7(1H)-one C(CC)N1CCC[C@@H]2CCC(C[C@@H]12)=O